C(C)OC(CC1=C(C=C(C=C1)CN)OCC1=COC2=C1C=C(C=C2)Br)=O 2-(4-(aminomethyl)-2-((5-bromobenzofuran-3-yl)methoxy)phenyl)acetic acid ethyl ester